4-((tetrahydrofuran-3-yl)oxy)pyrimidin-2-amine O1CC(CC1)OC1=NC(=NC=C1)N